FC=1C=2N(C=C(C1)S(NC1(CC1)C)(=O)=O)C(=CN2)C(=O)OCC Ethyl 8-fluoro-6-(N-(1-Methylcyclopropyl)sulfamoyl)imidazo[1,2-a]pyridine-3-carboxylate